[C-]#N.O water, cyanide salt